(1r,5s,8s)-3-(7-bromo-6,8-difluoro-2-(((2r,7as)-2-fluorohexahydro-1H-pyrrolizin-7a-yl)methoxy)quinazolin-4-yl)-3-azabicyclo[3.2.1]octane-8-carbonitrile BrC1=C(C=C2C(=NC(=NC2=C1F)OC[C@]12CCCN2C[C@@H](C1)F)N1C[C@@H]2CC[C@H](C1)C2C#N)F